FC1C(C(OC1C)CO)O 4-fluoro-2-(hydroxymethyl)-5-methyltetrahydrofuran-3-ol